(R)-N1-(6-amino-5-methylpyridin-3-yl)-N2-((2-oxo-1,2,3,4-tetrahydroquinolin-6-yl)methyl)-N2-(1-(pyrimidin-2-yl)ethyl)oxalamide NC1=C(C=C(C=N1)NC(C(=O)N([C@H](C)C1=NC=CC=N1)CC=1C=C2CCC(NC2=CC1)=O)=O)C